3-(3-methoxy-2-methylbenzyl)-1,2-dimethyl-N3-(1-tetrahydro-2H-pyran-2-yl-1H-indazol-5-yl)-1H-pyrrole-3-carboxamide COC=1C(=C(CC2(C(N(C=C2)C)C)C(=O)NC=2C=C3C=NN(C3=CC2)C2OCCCC2)C=CC1)C